5-(3-bromopropyloxy)-2-(2,6-dioxopiperidin-3-yl)-2,3-dihydro-1H-isoindole-1,3-dione BrCCCOC=1C=C2C(N(C(C2=CC1)=O)C1C(NC(CC1)=O)=O)=O